The molecule is an alkane that is undecane substituted by methyl groups at positions 3 and 8. Metabolite observed in cancer metabolism. It has a role as a human metabolite. It derives from a hydride of an undecane. CCCC(C)CCCCC(C)CC